tert-butyl (R)-8-ethyl-8,9-dihydro-[1,4]oxazepino[7,6-H]quinoline-10(11H)-carboxylate C(C)[C@H]1OC2=CC=C3C=CC=NC3=C2CN(C1)C(=O)OC(C)(C)C